ClC1=C(C(=O)NC2=NN=NN2C)C=CC(=C1SC)C(F)(F)F 2-chloro-3-(methylsulfanyl)-N-(1-methyl-1H-tetrazol-5-yl)-4-(trifluoromethyl)benzamide